5-(4-(2-(3-chlorophenyl)ethynyl)phenoxy)-1H-1,2,3-triazole-4-carboxylic acid ClC=1C=C(C=CC1)C#CC1=CC=C(OC2=C(N=NN2)C(=O)O)C=C1